(1R,3R)-4'-Chloro-5'-(5-cyano-1H-indol-3-yl)-3-methyl-1',2'-dihydrospiro[cyclopentane-1,3'-pyrrolo[2,3-b]pyridine]-3-carboxamide ClC1=C2C(=NC=C1C1=CNC3=CC=C(C=C13)C#N)NC[C@]21C[C@@](CC1)(C(=O)N)C